CSC(C(=O)N1C(CCCC1)C=1OC=C(N1)C1=CC=C(C=C1)C)C 2-(Methylsulfanyl)-1-(2-(4-(p-tolyl)oxazol-2-yl)piperidin-1-yl)propan-1-one